3-(6-fluoropyridin-3-yl)pyrazolo[1,5-a]Pyrimidine FC1=CC=C(C=N1)C=1C=NN2C1N=CC=C2